ClC1=C2C(=NC=C1C=1C=C(C=CC1)N1C(CN(CC1)CCC(=O)N1CCN(CC1)C=1C=C3C(N(C(C3=CC1F)=O)C1C(NC(CC1)=O)=O)=O)=O)NC=C2CC 5-(4-(3-(4-(3-(4-chloro-3-ethyl-1H-pyrrolo[2,3-b]pyridin-5-yl)phenyl)-3-oxopiperazin-1-yl)propanoyl)piperazin-1-yl)-2-(2,6-dioxopiperidin-3-yl)-6-fluoroisoindoline-1,3-dione